FC(C1=NC=CC(=N1)C1=NOC(=N1)[C@H](C)NC(OC(C)(C)C)=O)(F)F tert-butyl (S)-(1-(3-(2-(trifluoromethyl)pyrimidin-4-yl)-1,2,4-oxadiazol-5-yl)ethyl)carbamate